1-(3-((4-(4-(1-(4-hydroxyphenyl)-2-phenylbut-1-en-1-yl)phenyl)piperazin-1-yl)methyl)phenyl)dihydropyrimidine-2,4(1H,3H)-dione OC1=CC=C(C=C1)C(=C(CC)C1=CC=CC=C1)C1=CC=C(C=C1)N1CCN(CC1)CC=1C=C(C=CC1)N1C(NC(CC1)=O)=O